BrC=1C(=C(C(=CC1F)CCO)O)[N+](=O)[O-] 3-bromo-4-fluoro-6-(2-hydroxyethyl)-2-nitrophenol